N(=[N+]=[N-])\C(\C(=O)OC)=C/C=1SC(=C(C1)Br)C methyl (Z)-2-azido-3-(4-bromo-5-methylthiophen-2-yl)acrylate